2-ethynyl-N-(4-(2-oxoindolin-4-yl)benzyl)thiazole-4-carboxamide C(#C)C=1SC=C(N1)C(=O)NCC1=CC=C(C=C1)C1=C2CC(NC2=CC=C1)=O